NN1C=NN=C1S 4-amino-5-sulfhydryl-1,2,4-triazole